COC[C@H](C(=O)N[C@@H](CCC1=CC=CC=C1)B(O)O)NC(=O)C1=NC=CN=C1 ((R)-1-((R)-3-methoxy-2-(pyrazine-2-carboxamido)propanamido)-3-phenylpropyl)boronic acid